CC(C(=O)NC=1C=C(C(=O)O)C=CC1)(C)C 3-(2,2-Dimethylpropanoylamino)benzoic acid